(4-Amino-3-methoxy-phenyl)-(9-meth-oxy-3H-benzo[e]indol-2-yl)-methanone NC1=C(C=C(C=C1)C(=O)C=1NC=2C=CC3=C(C2C1)C(=CC=C3)OC)OC